4-(2-cyano-3-cyclopropyl-5-(2-methylpropan-1-en-1-yl)phenyl)piperazine-1-carboxylic acid tert-butyl ester C(C)(C)(C)OC(=O)N1CCN(CC1)C1=C(C(=CC(=C1)C=C(C)C)C1CC1)C#N